2'-amino-N,N-dimethyl-5'-(1,6-naphthyridin-4-yl)-[2,3'-bipyridine]-5-carboxamide NC1=NC=C(C=C1C1=NC=C(C=C1)C(=O)N(C)C)C1=CC=NC2=CC=NC=C12